5,7-dichloro-3-isopropyl-pyrazolo[1,5-a]Pyrimidine ClC1=NC=2N(C(=C1)Cl)N=CC2C(C)C